tert-butyl ((5-chloro-6-((5-methyloxazol-2-yl)methoxy)-1H-indol-2-yl)methyl)carbamate ClC=1C=C2C=C(NC2=CC1OCC=1OC(=CN1)C)CNC(OC(C)(C)C)=O